C(#N)C1=NC(=NC=C1)N1CCC(CC1)(C)NC(OC(C)(C)C)=O tert-butyl (1-(4-cyanopyrimidin-2-yl)-4-methylpiperidin-4-yl)carbamate